FC1=CC(=C(C=C1)NC1=C(C(=O)OCC)C(=CC=C1)C(F)(F)F)OC ethyl 2-((4-fluoro-2-methoxy-phenyl)-amino)-6-(trifluoro-methyl)-benzoate